(S)-6,8-dichloro-3-(1-hydroxy-3-methylbut-2-yl)pyrido[3,4-d]pyrimidin-4(3H)-one ClC1=CC2=C(N=CN(C2=O)[C@H](CO)C(C)C)C(=N1)Cl